O[C@H]1C[C@@H]2CC[C@H]3[C@@H]4CC[C@@H]([C@@]4(C)CC[C@@H]3[C@]2(CC1)C)O 3α,17β-dihydroxy-5α-androstane